[N+](#[C-])CC(=O)N1CCCCC1 isocyano-1-(piperidin-1-yl)ethan-1-one